4-(Benzylthio)-2H-1,3-benzodioxole C(C1=CC=CC=C1)SC1=CC=CC=2OCOC21